7-(5-Cyano-1-methyl-1H-pyrazol-4-yl)-3-oxoisoindolin-5-yl trifluoromethanesulfonate FC(S(=O)(=O)OC=1C=C2C(NCC2=C(C1)C=1C=NN(C1C#N)C)=O)(F)F